tert-butyl 4-(3''-chloro-5-cyano-2'-methoxy-4''-(3-methyl-2-oxoimidazolidin-1-yl)-[1,1':3',1''-terphenyl]-3-yl)piperazine-1-carboxylate ClC=1C=C(C=CC1N1C(N(CC1)C)=O)C=1C(=C(C=CC1)C1=CC(=CC(=C1)C#N)N1CCN(CC1)C(=O)OC(C)(C)C)OC